tert-butyl (4-bromo-7-chloro-2,3-dihydrobenzofuran-3-yl)(tert-butoxycarbonyl)carbamate BrC1=CC=C(C2=C1C(CO2)N(C(OC(C)(C)C)=O)C(=O)OC(C)(C)C)Cl